(6S)-N-(cyano(isoquinolin-4-yl)methyl)-5-((2S)-2-(2,2-difluoro-1-phenylcyclopropane-1-carboxamido)-3,3-dimethylbutyryl)-5-azaspiro[2.4]heptane-6-carboxamide C(#N)C(NC(=O)[C@H]1N(CC2(CC2)C1)C([C@H](C(C)(C)C)NC(=O)C1(C(C1)(F)F)C1=CC=CC=C1)=O)C1=CN=CC2=CC=CC=C12